P(=O)([O-])(Cl)Cl.[NH4+] ammonium dichlorophosphate